[Si](C)(C)(C(C)(C)C)OC(C(C=CC=CC=O)C)C(CC=CC=CC)C 7-((tert-butyldimethylsilyl)oxy)-6,8-dimethyltetradec-2,4,10,12-tetraenal